FC=1C(=CC2=C(NN=C2C1)C1=NC=NC(=C1)N1CCC(CC1)CN1CCNCC1)OC1(CC1)C 6-fluoro-5-(1-methylcyclopropoxy)-3-[6-[4-(piperazin-1-ylmethyl)-1-piperidyl]pyrimidin-4-yl]-2H-indazole